C(=C\C1=CC=CC=C1)/C1CC2(CCCCC2)CCCN1S(=O)(=O)C1=CC=C(C)C=C1 (E)-8-styryl-9-tosyl-9-azaspiro[5.6]dodecane